[Al](Cl)(Cl)Cl.[Al].OC(CCCCCCCCCCC)CCCCCC 12-hydroxyoctadecane aluminium-aluminium chloride